(S)-2-(6-(3-hydroxypyrrolidin-1-yl)pyridin-3-yl)-5,6-dihydropyrrolo[3,4-c]pyrazol-4(2H)-one O[C@@H]1CN(CC1)C1=CC=C(C=N1)N1N=C2C(=C1)C(NC2)=O